N-benzyl-N-(2-(butylsulfonyl)-2-azabicyclo[2.2.2]octan-5-yl)isoquinoline-3-carboxamide C(C1=CC=CC=C1)N(C(=O)C=1N=CC2=CC=CC=C2C1)C1C2CN(C(C1)CC2)S(=O)(=O)CCCC